C1(CC1)[C@@H](C)NC1=NN2C(C=N1)=C(C=C2)C2=CC=C1C(=N2)N(C(=N1)C)C (R)-N-(1-cyclopropylethyl)-5-(2,3-dimethyl-3H-imidazo[4,5-b]pyridin-5-yl)pyrrolo[2,1-f][1,2,4]triazin-2-amine